O1CC(=CC(=C1)CC(=O)[O-])CC(=O)[O-] 2H-pyran-3,5-diyldiacetate